C(C)(C)(C)OC(=O)NCCO N-(tert-butyloxycarbonyl)ethanolamine